cobalt-zirconium-tantalum [Ta].[Zr].[Co]